(R or S)-4-amino-6-(1-cyclopropyl-2-hydroxy-2-methylpropyl)-6,7-dihydro-5H-pyrrolo[3,4-b]pyridin-5-one NC1=C2C(=NC=C1)CN(C2=O)[C@@H](C(C)(C)O)C2CC2 |o1:11|